FC(OC1=CC(=CC=2N(C=NC21)C)C(=O)O)F 4-(difluoromethoxy)-1-methyl-1H-benzo[d]imidazole-6-carboxylic acid